N[C@@H](C(=O)OC)[C@H]1CN2CCC1CC2 (R)-methyl 2-amino-2-((3R)-quinuclidin-3-yl)acetate